O[C@@H]1C[C@H](N(C1)C(=O)OC(C)(C)C)C(NCC1=C(C=C(C=C1)C1=C(N=CS1)C)OC)=O tert-Butyl (2S,4R)-4-hydroxy-2-((2-methoxy-4-(4-methylthiazol-5-yl)benzyl)carbamoyl)pyrrolidine-1-carboxylate